FC12CCC(CC1)C2 4-fluorobicyclo[2.2.1]heptan